COCOC1=C(C2=CC=CC=C2C=C1)C3=C(C=CC4=CC=CC=C43)OCOC (R)-2,2'-bis(methoxymethoxy)-1,1'-binaphthyl